(2s,3r)-2-(3-chloro-2-fluorobenzyl)-3-(ethylsulfanyl)-4,4-difluoropyrrolidine-1-carboxylic acid tert-butyl ester C(C)(C)(C)OC(=O)N1[C@H]([C@H](C(C1)(F)F)SCC)CC1=C(C(=CC=C1)Cl)F